5,7-dimethoxy-2-{3-methyl-4-[2-(5-phenyl-4H-[1,2,4]triazol-3-ylamino)-ethoxy]-phenyl}-3H-quinazolin-4-one COC1=C2C(NC(=NC2=CC(=C1)OC)C1=CC(=C(C=C1)OCCNC1=NN=C(N1)C1=CC=CC=C1)C)=O